tertiary amyl-propiophenone C(C)(C)(CC)C(C(=O)C1=CC=CC=C1)C